(2-amino-3-(3-((6-(phenylthio)pyridin-3-yl)methyl)isoxazol-5-yl)pyridin-1-ium-1-yl)methyl hydrogen phosphate P(=O)(OC[N+]1=C(C(=CC=C1)C1=CC(=NO1)CC=1C=NC(=CC1)SC1=CC=CC=C1)N)(O)[O-]